tetrahydro-2H-thiopyran-2-ol S1C(CCCC1)O